FC(S(=O)(=O)C1=CC=CC=C1)(F)F trifluoromethanesulfonyl-benzene